3-keto-2-amino-4,5,6,7-tetrahydro-1-benzothiophene O=C1C(SC2=C1CCCC2)N